(S)-N-(benzofuran-6-ylmethyl)-N-(4,4-difluorocyclohexyl)-1-((S)-4-methylphenylsulfonimidoyl)pyrrolidine-2-carboxamide O1C=CC2=C1C=C(C=C2)CN(C(=O)[C@H]2N(CCC2)[S@@](=O)(=N)C2=CC=C(C=C2)C)C2CCC(CC2)(F)F